2-[9H-fluoren-9-ylmethoxycarbonyl(prop-2-ynyl)amino]acetic acid C1=CC=CC=2C3=CC=CC=C3C(C12)COC(=O)N(CC(=O)O)CC#C